tris-(4-methylphenyl)sulfonium trifluoromethanesulfonate FC(S(=O)(=O)[O-])(F)F.CC1=CC=C(C=C1)[S+](C1=CC=C(C=C1)C)C1=CC=C(C=C1)C